COC1=C(C=CC(=C1)OC)CNS(=O)(=N)N(C1CN(CCC1)C)C=1C=NN(C1)C N-[[(2,4-dimethoxyphenyl)methylamino]sulfonimidoyl]-1-methyl-N-(1-methylpyrazol-4-yl)piperidin-3-amine